BrC=1C(=C2C(=CC1)C(N(C[C@]21[C@H](C1)F)CC(=O)OCC)=O)F ethyl 2-[(2's,4r)-6-bromo-2',5-difluoro-1-oxo-spiro[3H-isoquinoline-4,1'-cyclopropane]-2-yl]acetate